FC1=C(CN2N=C(N=C2)C(=O)OC)C=CC=C1F methyl 1-(2,3-difluorobenzyl)-1H-1,2,4-triazole-3-carboxylate